COC(CC[C@@H](C)[C@H]1CC[C@H]2[C@@H]3C(\C(\[C@@H]4C[C@@H](CC[C@]4(C)[C@H]3CC[C@]12C)O)=C/C)=O)=O Z-3α-hydroxy-6-ethylidene-7-keto-5β-cholan-24-oic acid methyl ester